FC1=C(C=C(C=C1)NC(OC(C)(C)C)=O)NC(=O)C=1C=C2C(=NC1)N(C(=C2)C=2C=NN(C2)C2COCC2)COCC[Si](C)(C)C tert-butyl (4-fluoro-3-(2-(1-(tetrahydrofuran-3-yl)-1H-pyrazol-4-yl)-1-((2-(trimethylsilyl)ethoxy)methyl)-1H-pyrrolo[2,3-b]pyridine-5-carboxamido)phenyl)carbamate